9-chloro-2-(trans-4-(dimethylamino)cyclohexyl)-2,4-dimethyl-6-((6-methyl-2-oxo-4-propyl-1,2-dihydropyridin-3-yl)methyl)-7,8-dihydro-[1,3]dioxolo[4,5-g]isoquinolin-5(6H)-one ClC=1C=2CCN(C(C2C(=C2C1OC(O2)(C)[C@@H]2CC[C@H](CC2)N(C)C)C)=O)CC=2C(NC(=CC2CCC)C)=O